2-chloro-N-((1R,3S)-3-((6-chloro-2-(trifluoromethyl)quinolin-4-yl)amino)cyclohexyl)-1-methyl-1H-imidazole-5-carboxamide ClC=1N(C(=CN1)C(=O)N[C@H]1C[C@H](CCC1)NC1=CC(=NC2=CC=C(C=C12)Cl)C(F)(F)F)C